OC(CC(=O)O)C (-)-beta-hydroxybutanoic Acid